S-phosphoryl-cysteine P(=O)#SC[C@H](N)C(=O)O